N1(N=CN=C1)C[C@H](C)OC=1C=C(C=CC1Cl)C=1C=NC(=NC1)NC=1C(=NN(C1)C1CCC(CC1)N1CCOCC1)O 4-((5-(3-(((S)-1-(1H-1,2,4-triazol-1-yl)propan-2-yl)oxy)-4-chlorophenyl)pyrimidin-2-yl)amino)-1-((1r,4r)-4-morpholinocyclohexyl)-1H-pyrazol-3-ol